2-(DIPROPYLAMINO)ACETALDEHYDE C(CC)N(CC=O)CCC